ClC=1C(=C(C=CC1)C(C)(C)NC(C[C@H]1N(CCC1)C)=O)OC (S)-N-(2-(3-chloro-2-methoxyphenyl)propan-2-yl)-2-(1-methylpyrrolidin-2-yl)acetamide